COC(C1=C(C=C(C=C1)OC1=CC=C(C=C1)C(NC1=CC=C(C=C1)[C@@H]1CNCCO1)=O)Cl)=O |r| (RS)-Methyl-2-chloro-4-(4-(4-(morpholin-2-yl)-phenylcarbamoyl)-phenoxy)-benzoat